COC(=O)C1CN(CCN1C(N)=O)C(=O)OC(C)(C)C 4-carbamoyl-piperazine-1,3-dicarboxylic acid O1-tert-butyl ester O3-methyl ester